C(C)C1=C(C(=CC=C1)CC)O 2,6-diethyl-phenol